ClC=1C=C(C=CC1F)NC(N([C@@H]1C=2C3=C(C(NC2CCC1)=O)CCOC3)C)=O (S)-3-(3-chloro-4-fluorophenyl)-1-methyl-1-(5-oxo-3,4,5,6,7,8,9,10-octahydro-1H-pyrano[4,3-c]quinolin-10-yl)urea